ethyl-aluminum C(C)[Al]